tert-Butyl 4-(2-chloro-5-cyano-3-((8-cyano-4-(((1R,2S)-2-fluorocyclopropyl)(4-methoxybenzyl)amino)pyrazolo[1,5-a][1,3,5]triazin-2-yl)amino)phenyl)piperazine-1-carboxylate ClC1=C(C=C(C=C1NC1=NC=2N(C(=N1)N(CC1=CC=C(C=C1)OC)[C@H]1[C@H](C1)F)N=CC2C#N)C#N)N2CCN(CC2)C(=O)OC(C)(C)C